N-(4-chlorophenyl)-6-(3-methoxy-3-methyl-azetidin-1-yl)-2-methylsulfanyl-5-nitro-pyrimidin-4-amine ClC1=CC=C(C=C1)NC1=NC(=NC(=C1[N+](=O)[O-])N1CC(C1)(C)OC)SC